(s)-4-methylsulfanyl-1-carbonyl-1-(hexylamino)butane CSCCCC(NCCCCCC)=C=O